4-(3-((6-(2,6-dioxopiperidin-3-yl)-5,7-dioxo-6,7-dihydro-2H,5H-spiro[furo[2,3-f]isoindole-3,4'-piperidin]-1'-yl)methyl)azetidine-1-carbonyl)-3-fluorobenzene O=C1NC(CCC1N1C(C=2C=C3C(=CC2C1=O)OCC31CCN(CC1)CC1CN(C1)C(=O)C1=C(C=CC=C1)F)=O)=O